4-{5-[(RS)-(3-Bromo-benzenesulfonyl)-((SR)-7-chloro-1,2,3,4-tetrahydro-cyclopenta[b]indol-2-yl)-fluoro-methyl]-[1,3,4]oxadiazol-2-yl}-benzoic acid BrC=1C=C(C=CC1)S(=O)(=O)[C@](C1=NN=C(O1)C1=CC=C(C(=O)O)C=C1)(F)[C@H]1CC2=C(NC=3C=CC(=CC23)Cl)C1 |r|